FC(C1=CC=C(C=C1)NC(CC(=O)N)CC)(F)F 3-[(4-trifluoromethyl-phenyl)amino]valeramide